OC1=CC=CC2=C1C(C=C(O2)C2=CC=CC=C2)=O 5-hydroxy-4-oxo-2-phenyl-4H-benzopyran